O(6)-Methyl-2'-deoxyguanosine COC=1C=2N=CN([C@H]3C[C@H](O)[C@@H](CO)O3)C2N=C(N1)N